CC1=NC2=C(N1)C=C(C=C2)C2=CC=C(C=C2)C2=C(C=CC=C2)CN2C(CCC2)=O 2-Methyl-6-(2'-((2-Oxoazolidin-1-yl)Methyl)-[1,1'-Biphenyl]-4-yl)-1H-benzo[d]Imidazol